6',7'-dihydro-5'H-spiro[cyclopentane-1,8'-quinolin]-3'-amine N1=CC(=CC=2CCCC3(C12)CCCC3)N